tert-Butyl (3-formyl-2-methylpyridin-4-yl)carbamate tert-Butyl-2-chloro-3-formylpyridin-4-ylcarbamate C(C)(C)(C)N(C(O)=O)C1=C(C(=NC=C1)Cl)C=O.C(=O)C=1C(=NC=CC1NC(OC(C)(C)C)=O)C